C(C)(C)[C@H]1CC[C@H](CC1)OC[C@@H]1N(CCC[C@@H]1NS(=O)(=O)C)C(=O)NC (2R,3S)-2-(((cis-4-isopropylcyclohexyl)oxy)methyl)-N-methyl-3-((methylsulfonyl)amino)piperidine-1-carboxamide